2-(5,6,7,8-tetrahydroimidazo[1,2-a]pyridin-2-yl)acetic acid N=1C(=CN2C1CCCC2)CC(=O)O